CC1=NC2=C(C=C1)C=CC=C2 methylbenzpyridine